C(C)(C)(C)OC(=O)N1C(=CC2=CC(=CC=C12)NC([C@H](CC1=CC=C(C=C1)[N+](=O)[O-])N1C(C(N(CC1)C1=C(C=CC(=C1)Cl)N1N=NN=C1)=O)=O)=O)C(=O)OC(C)(C)C (S)-5-(2-(4-(5-chloro-2-(1H-tetrazol-1-yl)phenyl)-2,3-dioxopiperazin-1-yl)-3-(4-nitrophenyl)propionylamino)-1H-indole-1,2-dicarboxylic acid di-tert-butyl ester